NC1=NC=C(C=C1C=1C=C2CCNC(C2=CN1)=O)Br 6-(2-amino-5-bromopyridin-3-yl)-3,4-dihydro-2,7-naphthyridin-1(2H)-one